CN1CC(C1)NC 1-methyl-3-(Methylamino)azetidine